(R)-2-hydroxy-N-methyl-3-(((S)-1-(5-(trifluoromethyl)pyrazin-2-yl)ethyl)amino)propanamide O[C@@H](C(=O)NC)CN[C@@H](C)C1=NC=C(N=C1)C(F)(F)F